3-(6-bromo-5-methoxy-1-oxoisoindolin-2-yl)piperidine-2,6-dione BrC1=C(C=C2CN(C(C2=C1)=O)C1C(NC(CC1)=O)=O)OC